C1(CC1)N1C(C2=C(C=C1)NC(=C2C2=NC=CC=C2)C2=CC(=NC=C2)NC([C@H](CC(F)F)C2=CC=C(C=C2)F)=O)=O |r| (2RS)-N-{4-[5-cyclopropyl-4-oxo-3-(pyridin-2-yl)-4,5-dihydro-1H-pyrrolo[3,2-c]pyridin-2-yl]pyridin-2-yl}-4,4-difluoro-2-(4-fluorophenyl)butanamide